tert-butyl (R)-3-phenylpiperazine-1-carboxylate C1(=CC=CC=C1)[C@@H]1CN(CCN1)C(=O)OC(C)(C)C